4-(5-bromo-1-((2-(trimethylsilyl)ethoxy)methyl)-1H-pyrazolo[3,4-b]pyridin-3-yl)phenol BrC=1C=C2C(=NC1)N(N=C2C2=CC=C(C=C2)O)COCC[Si](C)(C)C